CC(=CC(CC=C)=O)CCC=C(C)C 6,10-dimethyl-1,5,9-undecatrien-4-one